N-(4-fluorophenyl)piperidine-3-carboxamide FC1=CC=C(C=C1)NC(=O)C1CNCCC1